COC1=C(C=C(C=C1)CSC1CCOCC1)B(O)O (2-METHOXY-5-[(OXAN-4-YLSULFANYL)METHYL]PHENYL)BORANEDIOL